C(C)C(COCCOCCOCCCC)CCCC 13-ethyl-5,8,11-trioxaheptadecane